tert-butyl 4-(4-(3-(2-(benzyloxy)-6-hydroxypyridin-3-yl)-5-fluoro-1-methyl-1H-indazol-6-yl)piperidine-1-carbonyl)-3-fluoropiperidine-1-carboxylate C(C1=CC=CC=C1)OC1=NC(=CC=C1C1=NN(C2=CC(=C(C=C12)F)C1CCN(CC1)C(=O)C1C(CN(CC1)C(=O)OC(C)(C)C)F)C)O